5-Methyl-N-((5-(pyridin-3-yl)-2,3-dihydro-1H-inden-4-yl)carbamoyl)-4,5,6,7-tetrahydrothieno[3,2-c]pyridine-2-sulfonamide CN1CC2=C(CC1)SC(=C2)S(=O)(=O)NC(NC2=C1CCCC1=CC=C2C=2C=NC=CC2)=O